C(C(O)C)(=O)[O-].[Al+3].C(C(O)C)(=O)[O-].C(C(O)C)(=O)[O-] Aluminium lactat